FC=1C=NC(=NC1)C=1C=C(C=CC1C)NC(=O)[C@@H]1N([C@@H]2C[C@@H]2C1)C1=CN=C(N=N1)SC (1R,3R,5R)-N-(3-(5-fluoropyrimidin-2-yl)-4-methylphenyl)-2-(3-(methylthio)-1,2,4-triazin-6-yl)-2-azabicyclo[3.1.0]hexane-3-carboxamide